4-acetyl-3-phenyl-5H-indeno[1,2-b]pyridine C(C)(=O)C1=C2C(=NC=C1C1=CC=CC=C1)C1=CC=CC=C1C2